C(C)(C)(C)C1=C(C=CC(=C1)C(C)(C)C)C(C(=O)OCC(CO)(CO)CO)(C)C1=C(C=C(C=C1)C(C)(C)C)C(C)(C)C pentaerythritol bis(2,4-di-tert-butylphenyl)propionate